6-cyclopropoxy-2-((1r,4r)-4-hydroxycyclohexyl)-2H-indazole-5-carboxylic acid methyl ester COC(=O)C1=CC2=CN(N=C2C=C1OC1CC1)C1CCC(CC1)O